CC1=C(C=C(C=C1)N1CCOCC1)[N+](=O)[O-] (4-methyl-3-nitrophenyl)morpholine